ClC1=C(C(=C(C=C1OC)OC)Cl)N=C=O 2,6-dichloro-3,5-dimethoxyphenyl isocyanate